2-((6-((2,5-dichloropyrimidin-4-yl)amino)-1-isopropyl-2-oxo-1,2-dihydroquinolin-3-yl)oxy)-N-methylacetamide ClC1=NC=C(C(=N1)NC=1C=C2C=C(C(N(C2=CC1)C(C)C)=O)OCC(=O)NC)Cl